8-((2S,SR)-4-(imidazo[1,2-a]pyridin-8-yl)-2,5-dimethylpiperazin-1-yl)-5-methyl-6-oxo-5,6-dihydro-1,5-naphthyridine-2-carbonitrile N=1C=CN2C1C(=CC=C2)N2C[C@@H](N(C[C@@H]2C)C2=CC(N(C=1C=CC(=NC21)C#N)C)=O)C |&1:14|